indole-3-glyoxylate N1C=C(C2=CC=CC=C12)C(C(=O)[O-])=O